7'-((4-(4-isopropylpiperidine-1-carbonyl)phenyl)amino)-1',2'-dihydro-3'H-spiro[cyclohexane-1,4'-pyrimido[5',4':4,5]pyrrolo[2,1-c][1,2,4]triazin]-3'-one C(C)(C)C1CCN(CC1)C(=O)C1=CC=C(C=C1)NC=1N=CC=2C=C3NNC(C4(N3C2N1)CCCCC4)=O